4-ETHOXYCARBONYL-4-[6-(4-METHYLANILINO)PYRAZIN-2-YL]HEXANOIC ACID C(C)OC(=O)C(CCC(=O)O)(CC)C1=NC(=CN=C1)NC1=CC=C(C=C1)C